benzyl (1-(((S)-1-amino-1-oxo-3-((S)-2-oxopiperidin-3-yl)propan-2-yl)amino)-3-(2,2-dimethylcyclopropyl)-1-oxopropan-2-yl)carbamate NC([C@H](C[C@H]1C(NCCC1)=O)NC(C(CC1C(C1)(C)C)NC(OCC1=CC=CC=C1)=O)=O)=O